C#C Acetylen